4-phenethoxyquinoline-2-carboxylic acid C(CC1=CC=CC=C1)OC1=CC(=NC2=CC=CC=C12)C(=O)O